benzyl 2-oxo-1-oxa-3,7-diazaspiro[4.5]decane-7-carboxylate O=C1OC2(CN1)CN(CCC2)C(=O)OCC2=CC=CC=C2